C1(CCCCCCC1)C(NC(=O)C=1C(=NOC1)C)C1=NC2=C(N1)C=C(C=C2F)NC2CCOCC2 N-{cyclooctyl-[4-fluoro-6-(tetrahydropyran-4-ylamino)-1H-benzimidazol-2-yl]methyl}-3-methylisoxazole-4-carboxamide